N-[(1R,4R,7R)-2-azabicyclo[2.2.1]heptan-7-yl]-N-methylcarbamic acid tert-butyl ester C(C)(C)(C)OC(N(C)[C@H]1[C@@H]2NC[C@H]1CC2)=O